CN1N=CC(=C1)C1=NC(=NC=C1)N1CCN(CC1)C(=O)C1=CC=C(C=C1)C1=NC2=C(N1)C=CC=C2C(=O)N 2-(4-(4-(4-(1-methyl-1H-pyrazol-4-yl)pyrimidin-2-yl)piperazine-1-carbonyl)phenyl)-1H-benzo[d]imidazole-4-carboxamide